ethyl 2-[3-(6-{5-[(methanesulfonyloxy)methyl]-1-methyl-1H-1,2,3-triazol-4-yl}-2-methylpyridin-3-yl)cyclohexyl]acetate CS(=O)(=O)OCC1=C(N=NN1C)C1=CC=C(C(=N1)C)C1CC(CCC1)CC(=O)OCC